6-hydroxy-4-({1-[3-(methylsulfonyl)benzyl]-1H-pyrazol-4-yl}methyl)-5-oxo-4,5-dihydrothieno[3,2-b]pyridine-7-carboxylic acid OC1=C(C2=C(N(C1=O)CC=1C=NN(C1)CC1=CC(=CC=C1)S(=O)(=O)C)C=CS2)C(=O)O